(2S,5R)-2,5-diethyl-4-(1-(4-fluoro-2-methoxyphenyl)ethyl)piperazine-1-carboxylic acid tert-butyl ester C(C)(C)(C)OC(=O)N1[C@H](CN([C@@H](C1)CC)C(C)C1=C(C=C(C=C1)F)OC)CC